1-cyclopentyl-1,3-dihydro-2H-benzo[d]imidazol-2-one C1(CCCC1)N1C(NC2=C1C=CC=C2)=O